NC=1N(C(C=2C=CC(=NC2C1C#N)Cl)=O)C1=C(C(=CC=C1C)OC)C 7-Amino-2-chloro-6-(3-methoxy-2,6-dimethylphenyl)-5-oxo-5,6-dihydro-1,6-naphthyridine-8-carbonitrile